trimethylvinyl-ammonium CC(=C(C)C)[NH3+]